isatin lithium salt [Li].N1C(=O)C(=O)C2=CC=CC=C12